(S)-5-benzyl-2-(3-(3-chloropyridin-2-yloxy)pyrrolidin-1-yl)benzamide C(C1=CC=CC=C1)C=1C=CC(=C(C(=O)N)C1)N1C[C@H](CC1)OC1=NC=CC=C1Cl